CC1=CC=C(C(=O)C2=C(C(=O)O)C=CC=C2)C=C1 2-(4'-methyl-benzoyl)benzoic acid